2-(5-((4-chlorophenyl)thio)-2-methyl-4-nitrophenyl)-1,3-dithiolane ClC1=CC=C(C=C1)SC=1C(=CC(=C(C1)C1SCCS1)C)[N+](=O)[O-]